C(C)(=O)NC1=CC(=C(C(=C1)F)C=1N=C2N(C=CC(=C2)C(F)(F)F)C1C[C@H]1CN(CCO1)C(=O)OC)F methyl (S)-2-((2-(4-acetamido-2,6-difluorophenyl)-7-(trifluoromethyl)imidazo[1,2-a]pyridin-3-yl)methyl)morpholine-4-carboxylate